C(#N)C1=C(N=CS1)C1=CC=C(C=C1)F 5-cyano-4-(4-fluorophenyl)thiazole